NC1=NC=C(C=C1C1=CC=C(C=C1)C=1N(C=C(C(C1C(=O)N)=O)C1=CC=C(C=C1)C)CC1CCOCC1)C1=CC(=C(C=C1)OC)OC {4-[2-amino-5-(3,4-dimethoxyphenyl)pyridin-3-yl]phenyl}-5-(4-methylphenyl)-4-oxo-1-(tetrahydro-2H-pyran-4-ylmethyl)-1,4-dihydropyridine-3-carboxamide